COC1=CC=C(C=N1)C1=NN(C(=C1)N)C 3-(6-methoxypyridin-3-yl)-1-methyl-1H-pyrazol-5-amine